2-(3,4-difluorophenyl)-5-(3-(1-hydroxy-2,3-dimethylbutyl)-3-((methoxycarbonyl)amino)piperidin-1-yl)pyridin FC=1C=C(C=CC1F)C1=NC=C(C=C1)N1CC(CCC1)(NC(=O)OC)C(C(C(C)C)C)O